FC=1C=C(C=C(C1[C@@H]1N([C@H](CC2=C1NC1=CC=C(C=C21)F)C)S(=O)(=O)C)F)NC2CN(C2)CCCF N-(3,5-difluoro-4-((1S,3S)-6-fluoro-3-methyl-2-(methylsulfonyl)-2,3,4,9-tetrahydro-1H-pyrido[3,4-b]indol-1-yl)phenyl)-1-(3-fluoropropyl)azetidin-3-amine